2-(4-Fluoro-2-methylphenoxy)-N-(4-fluoro-3-(hydrazinocarbonyl)phenyl)-5-(trifluoromethyl)benzamide FC1=CC(=C(OC2=C(C(=O)NC3=CC(=C(C=C3)F)C(=O)NN)C=C(C=C2)C(F)(F)F)C=C1)C